2-((1S,4S)-2,5-diazabicyclo[2.2.1]heptan-2-yl)-5-(4-chloro-2-methyl-2H-indazol-5-yl)-3-methyl-3,7-dihydro-4H-pyrrolo[2,3-d]pyrimidin-4-one [C@@H]12N(C[C@@H](NC1)C2)C=2N(C(C1=C(N2)NC=C1C1=C(C2=CN(N=C2C=C1)C)Cl)=O)C